(2R,4R)-1-(3,4-dimethyl-2-(p-tolyl)-2H-pyrazolo[3,4-d]pyridazin-7-yl)-N-(3-(dimethylamino)propyl)-2-methylpiperidine-4-carboxamide CC=1N(N=C2C(=NN=C(C21)C)N2[C@@H](C[C@@H](CC2)C(=O)NCCCN(C)C)C)C2=CC=C(C=C2)C